ClC=1C=C(CNC2=NC(=NC3=CC=C(C=C23)C=2C(=NOC2C)C)C(=O)NCC=2C=NC(=CC2)Cl)C=CC1 4-((3-chlorobenzyl)amino)-N-((6-chloropyridin-3-yl)methyl)-6-(3,5-dimethylisoxazol-4-yl)quinazoline-2-carboxamide